6-[4-[acetyl(2,2-difluoroethyl)amino]phenyl]-N-(3-pyridylmethyl)pyridine-3-carboxamide C(C)(=O)N(C1=CC=C(C=C1)C1=CC=C(C=N1)C(=O)NCC=1C=NC=CC1)CC(F)F